ClC1=CC(=C(C=C1)CCl)I 4-Chloro-1-(chloromethyl)-2-iodobenzene